Acetic acid trifluoromethyl-acetate FC(F)(F)OC(C)=O.C(C)(=O)O